5-(1-azaspiro[3.3]heptan-2-yl)benzo[d]thiazole N1C(CC12CCC2)C=2C=CC1=C(N=CS1)C2